ClC1=CC=C(C=C1)N1N=C(C=C1)OCC1=C(C=CC=C1C)N1N=NN(C1=O)C 1-[2-[[1-(4-chlorophenyl)-pyrazol-3-yl]oxymethyl]-3-methyl-phenyl]-4-methyl-tetrazol-5-one